5-(((trans-3-(2H-indazol-2-yl)cyclobutyl)methyl)amino)-2-(2,6-dioxopiperidin-3-yl)isoindoline-1,3-dione N=1N(C=C2C=CC=CC12)[C@@H]1C[C@H](C1)CNC=1C=C2C(N(C(C2=CC1)=O)C1C(NC(CC1)=O)=O)=O